dibutyltin bisoctanoate C(CCCCCCC)(=O)[O-].C(CCCCCCC)(=O)[O-].C(CCC)[Sn+2]CCCC